FC1=CC=C(C=C1)CSC1=C(C(=NN1C(C1=C(C=CC=C1)OC)=O)C1OCC1C(F)(F)F)OC 5-{[(4-fluorophenyl)methyl]sulfanyl}-4-methoxy-1-(2-methoxybenzoyl)-3-[3-(trifluoromethyl)oxetan-2-yl]-1H-pyrazole